CN1C(=C(C=C1C)C1=CC=CC=C1)C(C(=O)NC1=CC(=C(C=C1)N1CCN(CC1)C1=NC(=CC(=C1)C)C)O)=O 2-(1,5-dimethyl-3-phenyl-1H-pyrrol-2-yl)-N-{4-[4-(4,6-dimethyl-pyridin-2-yl)-piperazin-1-yl]-3-hydroxy-phenyl}-2-oxo-acetamide